FC(C1=NC(=NO1)C1=CC=C(CNC=2C=3C=NNC3C=CC2)C=C1)(F)F N-{4-[5-(trifluoromethyl)-1,2,4-oxadiazol-3-yl]benzyl}-1H-indazol-4-amine